FC1=CC=C(C=C1)C=1C=C2C(=NN(C2=CC1)C(C1=CC=CC=C1)(C1=CC=CC=C1)C1=CC=CC=C1)NC(=O)C1CCN(CC1)C N-[5-(4-fluorophenyl)-1-trityl-1H-indazol-3-yl]-1-methylpiperidine-4-carboxamide